1-(tert-butyl)-N-(4-(3-(2-(N-methylacrylamido)ethoxy)pyridin-4-yl)-2-(trifluoromethoxy)benzyl)-1H-1,2,3-triazole-4-carboxamide C(C)(C)(C)N1N=NC(=C1)C(=O)NCC1=C(C=C(C=C1)C1=C(C=NC=C1)OCCN(C(C=C)=O)C)OC(F)(F)F